N-propyl-2-thiophene-carboxamide C(CC)NC(=O)C=1SC=CC1